N(=[N+]=[N-])C=1C=C(C(C(=O)NCCSSCCNC(C=2C(O)=CC(=CC2)N=[N+]=[N-])=O)=CC1)O bis[2-(4-azidosalicylamido) ethyl] disulfide